(4-methylbenzyl)(phenyl)sulfane CC1=CC=C(CSC2=CC=CC=C2)C=C1